5'-methyl-[1,1'-biphenyl] CC=1C=CC=C(C1)C1=CC=CC=C1